COC1=C(C(=CC(=C1)C1=CN=C2N1C=CC(=C2)OCC2(COC2)C)OC)C=2OC(=NN2)CC 2-(2,6-dimethoxy-4-(7-((3-methyloxetan-3-yl)methoxy)imidazo[1,2-a]pyridin-3-yl)phenyl)-5-ethyl-1,3,4-oxadiazole